COC(C(=C)C1OC(OC1)=O)=O (2-oxo-1,3-dioxolan-4-yl)acrylic acid methyl ester